(R)-4-((1-methylpiperidin-4-yl)amino)-N-(piperidin-3-yl)-N-(quinolin-2-yl)benzamide CN1CCC(CC1)NC1=CC=C(C(=O)N(C2=NC3=CC=CC=C3C=C2)[C@H]2CNCCC2)C=C1